C(C)(C)(C)OC(=O)N1CCC(CC1)(O)C(S(=O)(=O)C1=NC=CC=C1)(F)F 4-(Difluoro(pyridine-2-sulfonyl)methyl)-4-hydroxypiperidine-1-carboxylic acid tert-butyl ester